ClC1=CC=C2C(C(=CN(C2=C1)CC)C(=O)O)=O 7-chloro-1-ethyl-4-oxo-1,4-dihydroquinoline-3-carboxylic acid